Cl.N[C@@H](C(=O)OC)CC1=CC=C(C=C1)O methyl (2R)-2-amino-3-(4-hydroxyphenyl)propanoate hydrochloride